7-amino-6-fluoro-2-(4-methoxyphenyl)-8-nitro-4H-chromen-4-one NC1=C(C=C2C(C=C(OC2=C1[N+](=O)[O-])C1=CC=C(C=C1)OC)=O)F